Tert-butyl (2-(4-(2-chloro-4-((3-(2,3-difluoro-4-methoxyphenyl)imidazo[1,2-a]pyrazin-8-yl)amino)benzoyl)piperazin-1-yl)-2-oxoethyl)(methyl)carbamate ClC1=C(C(=O)N2CCN(CC2)C(CN(C(OC(C)(C)C)=O)C)=O)C=CC(=C1)NC=1C=2N(C=CN1)C(=CN2)C2=C(C(=C(C=C2)OC)F)F